OC=1C2=C(C=3N(C1C(=O)NCC(=O)O)N=CN3)C=CS2 (6-hydroxythieno[3,2-c][1,2,4]triazolo[1,5-a]pyridine-5-carbonyl)glycine